Benzyl N-[(S)-(4,4-difluorocyclohexyl){3-[4-(difluoromethyl)-4-hydroxypiperidin-2-yl]imidazo[1,2-b][1,2,4]triazin-6-yl}methyl]carbamate hydrochloride Cl.FC1(CCC(CC1)[C@H](NC(OCC1=CC=CC=C1)=O)C=1N=C2N(N=CC(=N2)C2NCCC(C2)(O)C(F)F)C1)F